FC1=CC=C(NCC=2OC(=NN2)C=2C=NC=CC2)C=C1 C4-fluoro-N-((5-(pyridin-3-yl)-1,3,4-oxadiazol-2-yl)methyl)aniline